BrC1=C(C=CC=C1)S(=O)(=O)NC(CN1C=NC=2N(C(N(C(C12)=O)C)=O)C)=O N-(2-bromobenzene-1-sulfonyl)-2-(1,3-dimethyl-2,6-dioxo-1,2,3,6-tetrahydro-7H-purin-7-yl)acetamide